tert-butyl ((1r,4r)-4-(2-(6-(5-((4'-cyano-2'-cyclopropyl-5-fluoro-[1,1'-biphenyl]-2-yl)oxy)pyrimidin-4-yl)-2,6-diazaspiro[3.3]heptan-2-yl)ethyl)cyclohexyl)carbamate C(#N)C1=CC(=C(C=C1)C1=C(C=CC(=C1)F)OC=1C(=NC=NC1)N1CC2(CN(C2)CCC2CCC(CC2)NC(OC(C)(C)C)=O)C1)C1CC1